O=C1NCC2=CC=C(C=C12)NC(N)=O 3-(3-oxoisoindolin-5-yl)urea